3-iodo-1H-pyrrolo[2,3-b]pyridine-5-carboxaldehyde IC1=CNC2=NC=C(C=C21)C=O